Cl.CN1CCOC2=C1C=CC(=C2)C2=CC=C(S2)CN2C(NN=C2)=O 4-[5-(4-methyl-3,4-dihydro-2H-1,4-benzoxazin-7-yl)thiophen-2-yl]methyl-2,4-dihydro-3H-1,2,4-triazol-3-one hydrochloride